C(C)C1=CC2=C(C3=CC=CC=C3C(=C2C=C1)OC(=O)CCCC)OC(=O)CCCC 2-ethyl-9,10-bis(n-butylcarbonyloxy)anthracene